tert-butyl 6-(4-(6-methoxynaphthalen-1-yl)-3-methyl-5,6,7,8-tetrahydro-1,7-naphthyridin-2-yl)-2,6-diazaspiro[3.4]octane-2-carboxylate COC=1C=C2C=CC=C(C2=CC1)C1=C(C(=NC=2CNCCC12)N1CC2(CN(C2)C(=O)OC(C)(C)C)CC1)C